2-amino-7-(2,2-difluoroethyl)-9-((2R,3R,4R,5R)-3,4-dihydroxy-5-(hydroxymethyl)tetrahydrofuran-2-yl)-7,9-dihydro-1H-purine-6,8-dione NC=1NC(C=2N(C(N(C2N1)[C@@H]1O[C@@H]([C@@H]([C@H]1O)O)CO)=O)CC(F)F)=O